(4Z)-4-[(3-methylbenzimidazol-5-yl)methylene]-2-methylsulfanyl-1H-imidazol-5-one CN1C=NC2=C1C=C(C=C2)\C=C\2/N=C(NC2=O)SC